C(C)(C)(C)OC(=O)N1C[C@H](CC1)[C@@H](C(=O)O)CC1=CC(=CC=C1)NC(NC1=NC(=NO1)C1=CC=CC=C1)=O (2S)-2-[(3R)-1-tert-Butoxycarbonylpyrrolidin-3-yl]-3-[3-[(3-phenyl-1,2,4-oxadiazol-5-yl)carbamoylamino]phenyl]propanoic acid